hydroxyacetyl-N-(4-(1-isopropyl-1H-pyrazol-4-yl)5-methylpyrimidin-2-yl)-1,2,3,4-tetrahydroisoquinolin-6-amine OCC(=O)C1NCCC2=CC(=CC=C12)NC1=NC=C(C(=N1)C=1C=NN(C1)C(C)C)C